3-amino-4'-nitrodiphenyl ether C1=CC(=CC(=C1)OC2=CC=C(C=C2)[N+](=O)[O-])N